N-(5-((6-((R)-3-(2,4-difluorophenyl)isoxazolidine-2-yl)pyrimidine-4-yl)amino)-4-methoxy-2-(4-methylpiperazine-1-yl)phenyl)acrylamide FC1=C(C=CC(=C1)F)[C@@H]1N(OCC1)C1=CC(=NC=N1)NC=1C(=CC(=C(C1)NC(C=C)=O)N1CCN(CC1)C)OC